4-(4-(2-(2,6-dimethylpyridin-4-yl)-6-methyl-7-oxo-1-tosyl-6,7-dihydro-1H-pyrrolo[2,3-c]pyridin-4-yl)-1-methyl-6-oxo-1,6-dihydropyridin-3-yl)benzonitrile CC1=NC(=CC(=C1)C1=CC2=C(C(N(C=C2C=2C(=CN(C(C2)=O)C)C2=CC=C(C#N)C=C2)C)=O)N1S(=O)(=O)C1=CC=C(C)C=C1)C